(R)-N-(3-(N-(2-amino-2-methylpropanoyl)-S-methylsulfonimidoyl)phenyl)-2-(4,4-difluoroazepan-1-yl)-4-methyl-5-(trifluoromethyl)nicotinamide NC(C(=O)N=[S@@](=O)(C)C=1C=C(C=CC1)NC(C1=C(N=CC(=C1C)C(F)(F)F)N1CCC(CCC1)(F)F)=O)(C)C